N-[5-(5-fluoro-1H-benzimidazol-2-yl)-1H-pyrazol-3-yl]-6-(3-methoxyazetidin-1-yl)pyridine-3-carboxamide FC1=CC2=C(NC(=N2)C2=CC(=NN2)NC(=O)C=2C=NC(=CC2)N2CC(C2)OC)C=C1